(S)-1-(4-chloro-2-fluorophenyl)propane-1,3-diol ClC1=CC(=C(C=C1)[C@H](CCO)O)F